3-[(6-nitro-1,3-benzothiazol-2-yl)carbamoyl]bicyclo[2.2.1]hept-5-ene-2-carboxylic acid [N+](=O)([O-])C1=CC2=C(N=C(S2)NC(=O)C2C(C3C=CC2C3)C(=O)O)C=C1